2,6-di-t-butyl-4-methylbenzene C(C)(C)(C)C1=CC(=CC(=C1)C)C(C)(C)C